Cl.N[C@H](C)C=1SC(=CN1)C(=O)NC1=NC=C(C(=C1)C(F)(F)F)Cl 2-((1R)-1-aminoethyl)-N-(5-chloro-4-(trifluoromethyl)pyridin-2-yl)-1,3-thiazole-5-carboxamide hydrochloride